4-[(2R)-3-(3,4-dihydro-1H-isoquinolin-2-yl)-2-hydroxy-propyl]-8-[(1-ethyl-4-piperidinyl)methoxy]-2,3-dihydro-1,4-benzoxazepin-5-one C1N(CCC2=CC=CC=C12)C[C@H](CN1CCOC2=C(C1=O)C=CC(=C2)OCC2CCN(CC2)CC)O